[3-[[2-(1,3-benzodioxol-5-yl)-1-methyl-ethyl]-methyl-carbamoyl]oxy-2,2-dimethyl-propyl] 2,2-dimethylpropanoate CC(C(=O)OCC(COC(N(C)C(CC1=CC2=C(OCO2)C=C1)C)=O)(C)C)(C)C